5'-(4-amino-2,6-dimethylphenoxy)-1'H-spiro[cyclobutane-1,3'-indol]-2'-one NC1=CC(=C(OC=2C=C3C4(C(NC3=CC2)=O)CCC4)C(=C1)C)C